N-(3-chloro-5-(methylsulfonamido)phenyl)-1-methyl-5-(5-(3-(trifluoromethyl)azetidin-1-yl)pyrimidin-2-yl)-1H-pyrrole-3-carboxamide ClC=1C=C(C=C(C1)NS(=O)(=O)C)NC(=O)C1=CN(C(=C1)C1=NC=C(C=N1)N1CC(C1)C(F)(F)F)C